butyl 6-[(4,4,5,5-tetramethyl-1,3,2-dioxaborolan-2-yl)methylene]-2-azaspiro[3.3]heptane-2-carboxylate CC1(OB(OC1(C)C)C=C1CC2(CN(C2)C(=O)OCCCC)C1)C